Ditert-butyl 2-{3-[(R)-4-(5-aminopentylamino)-4-oxo-1-tert-butoxycarbonylbutyl]ureido}glutarate NCCCCCNC(CC[C@H](C(=O)OC(C)(C)C)NC(NC(C(=O)OC(C)(C)C)CCC(=O)OC(C)(C)C)=O)=O